ethylenediaminetetraacetic acid dipotassium hydrate O.[K].[K].C(CN(CC(=O)O)CC(=O)O)N(CC(=O)O)CC(=O)O